methyl-2-fluoro-4-hydroxyphenyl acetate C(C)(=O)OC1=C(C(=C(C=C1)O)C)F